C(C1=CC=CC=C1)OC1=C(N2C(C3=CC(=CC=C13)C=1N=NN(C1)C1=CC(=CC=C1)Cl)=NC=N2)C(=O)OC Methyl 6-(benzyloxy)-9-(1-(3-chlorophenyl)-1H-1,2,3-triazol-4-yl)-[1,2,4]triazolo[5,1-a]isoquinoline-5-carboxylate